N1C=NC=C1N1N=C2C(=CC=C(C2=C1)OC)C(=O)O (1H-imidazol-5-yl)-4-methoxy-2H-indazole-7-carboxylic acid